N1=CC=C(C=C1)C1=CSC=2C1=NC(=CC2)C=2C(=NN(C2C)C)C 3-(pyridin-4-yl)-5-(1,3,5-trimethyl-1H-pyrazol-4-yl)thieno[3,2-b]pyridine